ClC1=C(C=CC=C1C1=CC=C(C(=N1)OC)CN[C@H]1CC(NC1)=O)C1=C(C(=CC=C1)NC=1C2=C(N=C(N1)C)C=CC=N2)C (S)-4-(((6-(2-chloro-2'-methyl-3'-((2-methylpyrido[3,2-d]pyrimidin-4-yl)amino)-[1,1'-biphenyl]-3-yl)-2-methoxypyridin-3-yl)methyl)amino)pyrrolidin-2-one